(5-fluoro-6-oxo-1,6-dihydropyridin-3-yl)boronic acid FC1=CC(=CNC1=O)B(O)O